C(C)(C)(C)OC(=O)N1CC2CC2(CC1)C1=C(N(C2=NC=C3C(=C21)N(C(N3C)=O)C(C)C)S(=O)(=O)C3=CC=CC=C3)Br 6-(7-bromo-1-isopropyl-3-methyl-2-oxo-6-(phenylsulfonyl)-1,2,3,6-tetrahydroimidazo[4,5-d]Pyrrolo[2,3-b]Pyridin-8-yl)-3-azabicyclo[4.1.0]Heptane-3-carboxylic acid tert-butyl ester